Isopropyl (E)-3-(3-(3,5-bis(trifluoromethyl)phenyl)-1H-1,2,4-triazol-1-yl)-2-(5-fluoropyridin-3-yl)acrylate FC(C=1C=C(C=C(C1)C(F)(F)F)C1=NN(C=N1)/C=C(/C(=O)OC(C)C)\C=1C=NC=C(C1)F)(F)F